FC1=C(C(=CC=2OC(OC21)(C)C)F)C(C)O 1-(4,6-difluoro-2,2-dimethylbenzo[d][1,3]dioxol-5-yl)ethan-1-ol